BrC1=CC(=C(C(=C1)F)NC([C@@H](CCCO)NC(OCCCC)=O)=O)F Butyl (R)-(1-((4-bromo-2,6-difluorophenyl)amino)-5-hydroxy-1-oxopentan-2-yl)carbamate